N-(4-chlorophenyl)-N-methyl-6-(piperazin-1-yl)pyrazine-2-carboxamide ClC1=CC=C(C=C1)N(C(=O)C1=NC(=CN=C1)N1CCNCC1)C